ClC=1C=2N(C(=NN1)Cl)C=CC2 1,4-dichloropyrrolo[1,2-d][1,2,4]triazine